(S)-2-((tert-butoxycarbonyl)(3-methoxy-3-oxopropyl)amino)-4-methoxy-4-oxobutanoic acid C(C)(C)(C)OC(=O)N([C@H](C(=O)O)CC(=O)OC)CCC(=O)OC